1-(2-(4-(Butylsulfonyl)piperazin-1-yl)propyl)-5-formyl-4-methyl-1H-indole-2-carbonitrile C(CCC)S(=O)(=O)N1CCN(CC1)C(CN1C(=CC2=C(C(=CC=C12)C=O)C)C#N)C